FC1(C2=CC=CC=C2C=2C=C(C=CC12)C(=O)NCC(=O)N1[C@H]2C[C@]2(C[C@H]1C(=O)OCC)CN1CCOCC1)F ethyl (1S,3S,5S)-2-((9,9-difluoro-9H-fluorene-3-carbonyl)glycyl)-5-(morpholinomethyl)-2-azabicyclo[3.1.0]hexane-3-carboxylate